methylthiophenyl-morpholinoketone CC1(OCCN(C1)C(=O)N1CC(OCC1)(C)C=1SC=CC1)C=1SC=CC1